ClC1=C(C=C(C=C1)C1=NN(C=N1)C1=C(N=CN1C)[N+](=O)[O-])C(F)(F)F 3-(4-chloro-3-(trifluoromethyl)phenyl)-1-(1-methyl-4-nitro-1H-imidazol-5-yl)-1H-1,2,4-triazole